FC1=C(C=CC=C1)C(/C=C/C1=CC=C(C=C1)\C=C/1\C(N(C(S1)=S)[C@H](C(=O)O)CC1=CC=CC=C1)=O)=O (2S)-2-[(5Z)-5-[[4-[(E)-3-(2-Fluorophenyl)-3-oxoprop-1-enyl]phenyl]methylidene]-4-oxo-2-sulfanylidene-1,3-thiazolidin-3-yl]-3-phenylpropanoic acid